8-isopropyl-6,7-dimethoxy-1,1-dimethyl-1H-dibenzo[a,d][7]annulene-2,10-dione C(C)(C)C=1C(=C(C2=C(C(C=C3C(=C2)C=CC(C3(C)C)=O)=O)C1)OC)OC